BrC1=NC(=CC(=C1)C1CN(CCN1)C(=O)OC(C)(C)C)Cl tert-butyl 3-(2-bromo-6-chloropyridin-4-yl)piperazine-1-carboxylate